N[C@@H]1CC[C@H](CC1)C(C)(C)O 2-[(trans)-4-aminocyclohexyl]propan-2-ol